(2R,3aS,6S,6aR)-6-((2-aminoquinolin-7-yl)oxy)-2-(4-methyl-7H-pyrrolo[2,3-d]pyrimidin-7-yl)hexahydro-2H-cyclopenta[b]furan-3,3a-diol NC1=NC2=CC(=CC=C2C=C1)O[C@H]1CC[C@]2([C@@H]1O[C@H](C2O)N2C=CC1=C2N=CN=C1C)O